4-(4-bromophenyloxy)piperidine BrC1=CC=C(C=C1)OC1CCNCC1